CN1OC(C2C1CCC(C2)CCCCC)(C)C 1,3,3-Trimethyl-5-pentyloctahydrobenzo[c]isoxazol